N1C=C(C2=CC=CC=C12)CC(CCCC)C=1C2=C(SC1C(=O)N)C=C(C=C2)N2CCN(CC2)C(C)C (1-(1H-indol-3-yl)hexan-2-yl)-6-(4-isopropylpiperazin-1-yl)benzo[b]thiophene-2-carboxamide